CC(C)(C)[S@@](=O)N=CC1=NN(C=C1)C (R)-2-methyl-N-((1-methyl-1H-pyrazol-3-yl)methylene)propane-2-sulfinamide